ClNCS(=O)(=O)O N-chloroaminomethanesulfonic acid